C1(=CC=CC=C1)S(=O)(=O)N1CCN(CC1)CC1=CC=C(COC2=C3CN(C(C3=CC=C2)=O)C2C(NC(CC2)=O)=O)C=C1 3-{4-[4-(4-Benzenesulfonyl-piperazin-1-ylmethyl)-benzyloxy]-1-oxo-1,3-dihydro-isoindol-2-yl}-piperidine-2,6-dione